F[C@H]1C[C@@H](CC[C@H]1N)N(C)C (1R,3S,4R)-3-fluoro-N1,N1-dimethylcyclohexane-1,4-diamine